3,4-dimethyl-N-[[4-(1-methylpyrrolidin-2-yl)phenyl]methyl]pyrimido[4',5':4,5]thieno[2,3-c]pyridazin-8-amine CC1=C(C2=C(N=N1)SC1=C2N=CN=C1NCC1=CC=C(C=C1)C1N(CCC1)C)C